ClC1=CC(=NC=N1)N1N=CN=C1[C@H](C)NC(OC(C)(C)C)=O tert-butyl N-[(1S)-1-[2-(6-chloropyrimidin-4-yl)-1,2,4-triazol-3-yl]ethyl]carbamate